ClC1=NC(=CC(=C1)C=1C(=NN2C1N=C(C=C2)NC2CCN(CC2)CCO)C=2C=C(C#N)C=CC2)C 3-[3-(2-chloro-6-methyl-4-pyridinyl)-5-[[1-(2-hydroxyethyl)-4-piperidinyl]amino]pyrazolo[1,5-a]pyrimidin-2-yl]benzonitrile